C(#N)C(C(=O)O)C(C)C 2-CYANO-3-METHYLBUTANOIC ACID